CN(C)C=N N,N-dimethylformamidine